O=C1NC(CCC1N1C(C2=CC=C(C=C2C1=O)N1CC(CC1)CCC(=O)O)=O)=O 3-(1-(2-(2,6-dioxopiperidin-3-yl)-1,3-dioxoisoindolin-5-yl)pyrrolidin-3-yl)propanoic acid